1-(3,5-Dichlorophenyl)-3-[(1-methyl-1H-pyrazol-4-yl)({[(2R)-1-methylpyrrolidin-2-yl]methyl})sulfamoyl]urea sodium salt [Na].ClC=1C=C(C=C(C1)Cl)NC(=O)NS(N(C[C@@H]1N(CCC1)C)C=1C=NN(C1)C)(=O)=O